Cl.CN(C)CC1CN(CCC1(C1=CC(=CC=C1)OC)O)C(=O)NC1=CC(=C(C(=C1)Cl)Cl)Cl 3-((Dimethylamino)methyl)-4-hydroxy-4-(3-methoxyphenyl)-N-(3,4,5-trichlorophenyl)piperidine-1-carboxamide hydrochloride